4-((8-bromooctyl)thio)-2-(2,6-dioxopiperidin-3-yl)isoindoline-1,3-dione BrCCCCCCCCSC1=C2C(N(C(C2=CC=C1)=O)C1C(NC(CC1)=O)=O)=O